ClC=1C=C(C=CC1F)NC1=NC=NC2=CC=C(C(=C12)C)NC(\C=C\CN(C)C)=O (E)-N-(4-((3-chloro-4-fluorophenyl)amino)-5-methyl-quinazolin-6-yl)-4-(dimethylamino)but-2-enamide